(R)-2-(2-((2,6-dimethylpyridin-4-yl)methyl)pyrrolidin-1-yl)-6-morpholinopyrimidin-4(3H)-one CC1=NC(=CC(=C1)C[C@@H]1N(CCC1)C1=NC(=CC(N1)=O)N1CCOCC1)C